NC1=C(C#N)C=C(C=C1)C1=CN=C2N1C=CC(=C2)F 2-amino-5-(7-fluoroimidazo[1,2-a]pyridin-3-yl)benzonitrile